N-cyclopentyl-5-(2-((5-(4-ethylpiperazin-1-yl)pyridin-2-yl)amino)-5-fluoropyrimidin-4-yl)-4-methylthiazol-2-amine C1(CCCC1)NC=1SC(=C(N1)C)C1=NC(=NC=C1F)NC1=NC=C(C=C1)N1CCN(CC1)CC